L-alanine 2-methoxyEthyl ester COCCOC([C@@H](N)C)=O